6-methyl-6-heptene CC(CCCCC)=C